CC1=NN(C=N1)C1=CC=CC=C1 3-methyl-1-phenyl-1H-1,2,4-triazole